3-carbonyl-3-(naphthyl)propanamide (S)-4-((1r,4R)-4-(4-bromo-3-methylphenoxy)cyclohexyl)butan-2-yl-4-methylbenzenesulfonate BrC1=C(C=C(OC2CCC(CC2)CC[C@H](C)OS(=O)(=O)C2=CC=C(C=C2)C)C=C1)C.C(=O)=C(CC(=O)N)C1=CC=CC2=CC=CC=C12